tert-Butyl N-[2-(2-hydroxyethoxy)-1,1-dimethyl-ethyl]carbamate OCCOCC(C)(C)NC(OC(C)(C)C)=O